tert-Butyl (2S,4S)-2-((3-isopropoxy-2-(methoxycarbonyl)-5-methylphenoxy)methyl)-4-((2-oxo-1,2,3,4-tetrahydroquinolin-7-yl)oxy)pyrrolidin-1-carboxylate C(C)(C)OC=1C(=C(OC[C@H]2N(C[C@H](C2)OC2=CC=C3CCC(NC3=C2)=O)C(=O)OC(C)(C)C)C=C(C1)C)C(=O)OC